2-(3-cyclopropyl-1H-pyrazol-1-yl)-6-((4,4-difluorocyclohexyl)amino)pyrimidine-4-carbaldehyde C1(CC1)C1=NN(C=C1)C1=NC(=CC(=N1)C=O)NC1CCC(CC1)(F)F